2-methylprop-1-enylboronic acid CC(=CB(O)O)C